2-(3-Oxa-6-azabicyclo[3.1.1]heptan-6-yl)-6-methoxy-N-(7-((3-(trifluoromethyl)bicyclo[1.1.1]pentan-1-yl)carbamoyl)-2,3-dihydrobenzo[b][1,4]dioxin-6-yl)benzo[d]thiazole-7-carboxamide C12COCC(N1C=1SC3=C(N1)C=CC(=C3C(=O)NC3=CC1=C(OCCO1)C=C3C(NC31CC(C3)(C1)C(F)(F)F)=O)OC)C2